C(C)C1(NC(N(C(C1)=O)C(CC[NH+]1CCOCC1)C1=CC(=CC=C1)C(N[C@H]1C[C@@H](OC2=CC=CC=C12)C(F)(F)F)=O)=[NH2+])CC [4,4-diethyl-1-[3-morpholin-4-ium-4-yl-1-[3-[[(2R,4S)-2-(trifluoromethyl)chroman-4-yl]carbamoyl]phenyl]propyl]-6-oxo-hexahydropyrimidin-2-ylidene]ammonium